hexachlorobiphenyl C1=CC=C(C(=C1)C2=C(C(=C(C(=C2Cl)Cl)Cl)Cl)Cl)Cl